2-((1-((2-(trimethylsilyl)ethoxy)methyl)-1H-pyrazol-3-yl)methyl)-4H-thiazolo[5',4':4,5]pyrrolo[2,3-d]pyridazin-5(6H)-one C[Si](CCOCN1N=C(C=C1)CC=1SC2=C(NC=3C(NN=CC32)=O)N1)(C)C